N-methyl-2,6-dimethoxybenzylamine CNCC1=C(C=CC=C1OC)OC